1-[3-acetyl-6-[6-[(6-methylpyridazin-3-yl)amino]benzimidazol-1-yl]-2-pyridyl]-4-bromo-pyrazole-3-carbonitrile C(C)(=O)C=1C(=NC(=CC1)N1C=NC2=C1C=C(C=C2)NC=2N=NC(=CC2)C)N2N=C(C(=C2)Br)C#N